CCCCCCCCCCC[C@H](CC(=O)N[C@@H]1[C@H]([C@@H]([C@H](O[C@@H]1OP(=O)(O)O)CO[C@H]2[C@@H]([C@H]([C@@H]([C@H](O2)CO[C@@]3(C[C@H]([C@H]([C@H](O3)[C@@H](CO)O)O)O[C@@]4(C[C@H]([C@H]([C@H](O4)[C@@H](CO)O)O)O)C(=O)O)C(=O)O)OP(=O)(O)O)OC(=O)C[C@@H](CCCCCCCCCCC)O)NC(=O)C[C@@H](CCCCCCCCCCC)OC(=O)CCCCCCC/C=C\\CCCCCC)O)OC(=O)C[C@@H](CCCCCCCCCCC)O)O The molecule is a lipid A comprising lipid IVA glycosylated with two 3-deoxy-D-manno-octulosonic acid (KDO) residues and carrying an additional palmitoleoyl group. It is a conjugate acid of a (KDO)2-(palmitoleoyl)-lipid IVA(6-).